NC1=C2C(=NC=N1)N(N=C2C2=CC=C(C=C2)OC2=CC=CC=C2)C2CCC(CC2)CN2CCN(CC2)C=2C=C1C(N(C(C1=CC2)=O)C2C(NC(CC2)=O)=O)=O 5-(4-((4-(4-amino-3-(4-phenoxyphenyl)-1H-pyrazolo[3,4-d]pyrimidin-1-yl)cyclohexyl)methyl)piperazin-1-yl)-2-(2,6-dioxopiperidin-3-yl)isoindoline-1,3-dione